CS(=O)(=O)C1=CC=C(OC[C@@H]2CN(C[C@H]2C)CCC2=C(C=CC=C2C#N)C#N)C=C1 2-[(3S,4S)-3-[(4-methanesulfonylphenoxy)methyl]-4-methylpyrrolidin-1-ylethyl]benzene-1,3-dicarbonitrile